C(CCCCCCC)C(CCCCCCCC)OC(CCCCCCCN(CCNC(CNCC(=O)NCCN(CCCCCCCC(=O)OC(CCCCCCCC)CCCCCCCC)CCCCCC(OCCCCCCCCCCC)=O)=O)CCCCCC(OCCCCCCCCCCC)=O)=O 1-octylnonyl 8-[2-[[2-[[2-[2-[[8-(1-octylnonoxy)-8-oxo-octyl]-(6-oxo-6-undecoxy-hexyl)amino]ethylamino]-2-oxo-ethyl]amino]acetyl]amino]ethyl-(6-oxo-6-undecoxy-hexyl)amino]octanoate